N-(1-(4-bromophenyl)-2,2-difluoroethylidene)-2-methylpropane-2-sulfinamide BrC1=CC=C(C=C1)C(C(F)F)=NS(=O)C(C)(C)C